CC1C(C1C)C(=O)OCC1=CC=CC=C1 benzyl Trans-2,3-dimethylcyclopropylcarboxylate